C1(CC1)NC(C1=C(C=CC(=C1)F)SC1=CC=C2C(=NN(C2=C1)C1OCCCC1)\C=C\C1=NC(=CC=C1)CCCN1CCCC1)=O N-cyclopropyl-5-fluoro-2-[3-[(trans)-2-[6-(3-pyrrolidin-1-ylpropyl)-2-pyridinyl]vinyl]-1-tetrahydropyran-2-yl-indazol-6-yl]sulfanylbenzamide